C[C@@H](CCCC(C)C)COS(=O)(=O)O The molecule is the (S)-enantiomer of 2,6-dimethylheptyl hydrogen sulfate. It is a conjugate acid of a (2S)-2,6-dimethylheptyl sulfate. It is an enantiomer of a (2R)-2,6-dimethylheptyl hydrogen sulfate.